C(C)(C)(C)[C@@]1(NC(NC1=O)=O)CNC(=O)C=1C(=CC=CC1)C1=CC=C(C=C1)C(F)(F)F |r| rac-N-[(4-tert-butyl-2,5-dioxoimidazolidin-4-yl)methyl]-4'-(trifluoromethyl)[biphenyl]-2-carboxamide